S1C2=C(C=C1)C(=CC=C2)N2CCN(CC2)CCCCOC2=CC=C1C=CC(N(C1=C2)C(=O)NCCCCCCCCC)=O 7-(4-(4-(benzo[b]thiophen-4-yl)piperazin-1-yl)butoxy)-N-nonyl-2-oxoquinoline-1(2H)-carboxamide